acryloyloxyeicosyl phosphate P(=O)(OCCCCCCCCCCCCCCCCCCCCOC(C=C)=O)([O-])[O-]